N,N-dimethyl-1-[(1S,2R)-2-octylcyclopropyl]hexadecanamine CN(C(CCCCCCCCCCCCCCC)[C@@H]1[C@@H](C1)CCCCCCCC)C